C(=O)OC1=C(C=CC=C1)OC o-methoxyphenyl format